BrC1=CC=C(S1)C(=O)N[C@H]1C[C@H](CCC1)N1C(=NC2=C1C=CC(=C2)C(=O)NC)C2=NC=CC=C2 1-(cis-3-(5-bromothiophene-2-carboxamido)cyclohexyl)-N-methyl-2-(pyridin-2-yl)-1H-benzo[d]imidazole-5-carboxamide